Methyl 2-(methoxyimino)-4-oxopentanoate CON=C(C(=O)OC)CC(C)=O